OC1=C(C=CC=C1)C1(CCCC1)C1=C(C=CC=C1)O 1,1-Bis-(hydroxyphenyl)-cyclopentan